ClC1=NC=C(C(=N1)C1=CC=C2C(C=C(N(C2=C1)C(C)C)CO)=O)F 7-(2-chloro-5-fluoropyrimidin-4-yl)-2-(hydroxymethyl)-1-isopropylquinolin-4(1H)-one